Methylmalate COC(C(O)CC(=O)[O-])=O